CC(C(=O)OCCCCCCCCCCCN1C(NC(C(=C1)C)=O)=S)=C 11-(5-methyl-4-oxo-2-sulfanylidene-1,2,3,4-tetrahydropyrimidin-1-yl)undecyl 2-methylprop-2-enoate